N(=NC(C(=O)OC)(C)C)C(C(=O)OC)(C)C Dimethyl 2,2'-azo-bis(2-methylpropionate)